((R)-3-(4-amino-3-(4-phenoxyphenyl)-1H-pyrazolo[3,4-d]pyrimidin-1-yl)piperidin-1-yl)(2,3,4,5-tetrafluoro-6-(methylsulfinyl)phenyl)methanone NC1=C2C(=NC=N1)N(N=C2C2=CC=C(C=C2)OC2=CC=CC=C2)[C@H]2CN(CCC2)C(=O)C2=C(C(=C(C(=C2S(=O)C)F)F)F)F